C(C)(C)N1C(N(C(C(=C1)C(=O)O)=O)C1=CC=C(C=C1)F)=O 1-isopropyl-3-(4-fluorophenyl)-2,4-dioxo-1,2,3,4-tetrahydropyrimidine-5-carboxylic acid